3,3'-dicarboxy-1,1'-bicyclohexane C(=O)(O)C1CC(CCC1)C1CC(CCC1)C(=O)O